N-(3-(4-(4-methylpiperazin-1-yl)quinazolin-6-yl)-1H-pyrrolo[2,3-b]pyridin-5-yl)-2-(piperazin-1-yl)isonicotinamide CN1CCN(CC1)C1=NC=NC2=CC=C(C=C12)C1=CNC2=NC=C(C=C21)NC(C2=CC(=NC=C2)N2CCNCC2)=O